CNC(=O)C=1C=C2C(N(C(C2=CC1)=O)CC1=CC2=C(NC(O2)=O)C=C1)C N,3-dimethyl-1-oxo-2-((2-oxo-2,3-dihydrobenzo[d]oxazol-6-yl)methyl)isoindoline-5-carboxamide